C(CCCCCCC)SC1=NC(=NC(=N1)SCCCCCCCC)NC1=CC(=C(C(=C1)C(C)(C)C)O)C(C)(C)C 2,4-bis-(n-octylthio)-6-(4-hydroxy-3,5-di-t-butylphenylamino)-1,3,5-triazine